OC1=C(C=CC2=NC3=C(C(=CC=C3C=C2)C(=O)O)O)C=CC(=C1)O 2-(2,4-dihydroxystyryl)-8-hydroxyquinoline-7-carboxylic acid